4-(4-(3,8-diazabicyclo[3.2.1]octan-3-yl)-8-fluoro-2-((3-methoxytetrahydrofuran-3-yl)methoxy)-6-(trifluoromethyl)quinazolin-7-yl)-2-amino-7-fluorobenzo[b]thiophene-3-carbonitrile C12CN(CC(CC1)N2)C2=NC(=NC1=C(C(=C(C=C21)C(F)(F)F)C2=CC=C(C=1SC(=C(C12)C#N)N)F)F)OCC1(COCC1)OC